FC=1C=C(C(=NC1)OC)C1(N(CCC1)C1=CC=C(C(=N1)N)N)[2H] 6-(2-(5-fluoro-2-methoxypyridin-3-yl)pyrrolidin-1-yl-2-d)pyridine-2,3-diamine